2,4-difluorophenylboronic acid pinacol ester FC1=C(C=CC(=C1)F)B1OC(C)(C)C(C)(C)O1